FC=1C(=CC2=C(OCCN2S(=O)(=O)C2=CC=C(C=C2)F)C1)C(=O)O 7-fluoro-4-((4-fluorophenyl)sulfonyl)-3,4-dihydro-2H-benzo[b][1,4]oxazine-6-carboxylic acid